2-piperazine-1-yl-5-trifluoromethylpyrimidine hydrochloride Cl.N1(CCNCC1)C1=NC=C(C=N1)C(F)(F)F